2-methyloxetan-3-one CC1OCC1=O